tert-butyl 3-methoxy-3-methyl-azetidine-1-carboxylate COC1(CN(C1)C(=O)OC(C)(C)C)C